N1CCCC=C1 3,4-dihydro-2H-pyridin